CN1C(C=C(C=C1)C=1C(=C(C#N)C=CC1)N1CCC(CC1)C1=NN=CN1C)=C=O 3-(1-methyl-2-carbonyl-1,2-dihydropyridin-4-yl)-2-(4-(4-methyl-4H-1,2,4-triazol-3-yl)piperidin-1-yl)benzonitrile